tert-Butyl (S)-5-amino-4-(5-(((1R,2S)-2-((4-(difluoromethoxy)cyclohexyl)amino)cyclohexyl)methyl)-1-oxoisoindolin-2-yl)-5-oxopentanoate NC([C@H](CCC(=O)OC(C)(C)C)N1C(C2=CC=C(C=C2C1)C[C@@H]1[C@H](CCCC1)NC1CCC(CC1)OC(F)F)=O)=O